O[C@@H]1C[C@@H](CCC1)C(=O)OC methyl (1R,3S)-3-hydroxycyclohexanecarboxylate